OC1=C(C(OC1=O)C1OC2(OC1)CCCCCCCCCCCCCC2)[O-].[Ca+2].OC2=C(C(OC2=O)C2OC1(OC2)CCCCCCCCCCCCCC1)[O-] calcium 4-hydroxy-5-oxo-2-(1,4-dioxaspiro[4.14]nonadecan-2-yl)-2,5-dihydrofuran-3-olate